ClC=1C=C2CN(CC2=CC1)C(=O)N(C)C1C=2C3=C(C(NC2CNC1)=O)C=C(C(=C3)F)F 5-chloro-N-(8,9-difluoro-6-oxo-1,2,3,4,5,6-hexahydrobenzo[c][1,7]naphthyridin-1-yl)-N-methylisoindoline-2-carboxamide